(S)-6-methyl-4-(pyrrolidin-3-ylamino)-1-(4-(trifluoromethyl)phenyl)pyrido[3,4-d]pyridazin-5(6H)-one hydrochloride Cl.CN1C(C2=C(N=NC(=C2C=C1)C1=CC=C(C=C1)C(F)(F)F)N[C@@H]1CNCC1)=O